10-chloro-11-(3-methoxypropoxy)-3,3-dimethyl-7-oxo-1,2,3,3a,7,8,8a,12b-octahydrocyclopenta[c]pyrido[2,1-a]isoquinoline-6-carboxylic acid ethyl ester C(C)OC(=O)C=1C(CC2N(C3C(C=4C=C(C(=CC24)Cl)OCCCOC)CCC3(C)C)C1)=O